FC(C1CCC(CC1)CNC1CC2(CN(C2)C(=O)OC(C)(C)C)C1)(F)F tert-butyl 6-(((4-(trifluoromethyl) cyclohexyl) methyl) amino)-2-azaspiro[3.3]heptane-2-carboxylate